1-cyclopropyl-2-methyl-8-(1H-pyrrolo[2,3-b]pyridin-5-yl)-1H-imidazo[4,5-c]quinoline C1(CC1)N1C(=NC=2C=NC=3C=CC(=CC3C21)C=2C=C1C(=NC2)NC=C1)C